C1=C(C(=C(C(=C1Cl)Cl)Cl)Cl)C2=C(C(=C(C(=C2Cl)Cl)Cl)Cl)Cl nonachlorobiphenyl